C1(CC1)N1N=C2C(N(C(N([C@H]2C)C2CCN(CC2)C=2C(=NC=CC2C)OC)=O)CC2=C(C=CC=C2)C2CC2)=C1 (S)-2-Cyclopropyl-4-(2-cyclopropyl-benzyl)-6-(2'-methoxy-4'-methyl-3,4,5,6-tetrahydro-2H-[1,3']bipyridinyl-4-yl)-7-methyl-2,4,6,7-tetrahydro-pyrazolo[4,3-d]pyrimidin-5-on